6,7,8-trichloro-4-hydroxy-3-nitro-1,5-naphthyridin-2(1H)-one ClC=1N=C2C(=C(C(NC2=C(C1Cl)Cl)=O)[N+](=O)[O-])O